B(O)(O)O.COCC(=O)N([C@@H](CC(C)C)C(=O)O)NC(CCC1=CC=CC=C1)=O (S)-N-(methoxyacetyl)phenylpropionamido-D-leucine borate